4-(3-amino-1H-pyrazolo[4,3-b]pyridin-5-yl)-3-chloro-N-(2-hydroxycyclohexyl)benzenesulfonamide NC1=NNC=2C1=NC(=CC2)C2=C(C=C(C=C2)S(=O)(=O)NC2C(CCCC2)O)Cl